trifluoromethyl-benzenesulfonyl isocyanate FC(F)(F)C1=C(C=CC=C1)S(=O)(=O)N=C=O